(R)-1-(4-((1-(3-(difluoromethyl)-2-fluorophenyl)ethyl)amino)-2-methyl-7-(4-methylpiperazin-1-yl)pyrido[2,3-d]pyrimidin-6-yl)cyclopropane-1-carbonitrile FC(C=1C(=C(C=CC1)[C@@H](C)NC=1C2=C(N=C(N1)C)N=C(C(=C2)C2(CC2)C#N)N2CCN(CC2)C)F)F